2-methyl-butane-1,3-diol CC(CO)C(C)O